N-cyclopentyl-N-(2-azaspiro[3.3]heptane-6-yl)sulfamide trifluoroacetate FC(C(=O)O)(F)F.C1(CCCC1)N(S(=O)(=O)N)C1CC2(CNC2)C1